C(C)(=O)O[C@@H]1[C@@]2(CO[C@]([C@@H]([C@H]1OC(C)=O)OC(C)=O)(O2)C2=CC(=C(C=C2)Cl)CC2=CC=C(C=C2)OCC)COC(C)=O (1R,2S,3S,4R,5S)-1-(acetoxymethyl)-5-(4-chloro-3-(4-ethoxybenzyl)phenyl)-6,8-dioxabicyclo[3.2.1]octane-2,3,4-triyl triacetate